ClC1=CC=C2C(=CNC2=C1)S(=O)(=O)NC1=NC=C(C=C1F)C(F)(F)F 6-chloro-N-[3-fluoro-5-(trifluoromethyl)pyridin-2-yl]-1H-indole-3-sulfonamide